1-((2-((5-fluorobenzo[d]oxazol-2-yl)amino)benzo[d]oxazol-5-yl)methyl)-3-methylurea FC=1C=CC2=C(N=C(O2)NC=2OC3=C(N2)C=C(C=C3)CNC(=O)NC)C1